CC1=CC(=NN1)NC1=CC2=C(C(=N1)NC1CC3CCC(C1)N3CCC#N)N=CN2 3-((3-Exo)-3-((6-((5-methyl-1H-pyrazol-3-yl)amino)-1H-imidazo[4,5-c]pyridin-4-yl)amino)-8-azabicyclo[3.2.1]oct-8-yl)propionitrile